1,2-bis-trimethoxysilyl-ethane CO[Si](CC[Si](OC)(OC)OC)(OC)OC